FC=1C(=NC=CC1)[N+](=O)[O-] 3-FLUORo-2-NITROPYRIDIN